C1(CC1)S(=O)(=O)NC=1SC=C(N1)[C@@H](C(=O)NC1=CC=C(C=C1)C=1C=NC=CC1)CC (S)-2-(2-(cyclopropanesulfonylamino)thiazol-4-yl)-N-(4-(pyridin-3-yl)phenyl)butanamide